C1=CC=CC=2NC3=C(C(CC21)=O)C=CC=C3 5,11-dihydro-10H-dibenzo[b,f]azepin-10-one